COC(=O)C\C=C\CN(C(=O)C=1C(=NC(=NC1)N1CCOCC1)CC1=CC=CC=C1)CC1=CC=CC=C1 (E)-4-(N-benzyl-4-benzyl-2-morpholinylpyrimidine-5-carboxamido)-2-butenecarboxylic acid methyl ester